4,4'-bis(3-aminophenoxy)-biphenyl NC=1C=C(OC2=CC=C(C=C2)C2=CC=C(C=C2)OC2=CC(=CC=C2)N)C=CC1